4-((3,3-diethoxy-2-hydroxypropyl)(3-fluoro-4-methoxybenzyl)amino)-2-fluorobenzonitrile C(C)OC(C(CN(C1=CC(=C(C#N)C=C1)F)CC1=CC(=C(C=C1)OC)F)O)OCC